4-(4-Acryloyl-3,4-dihydro-2H-benzo[b][1,4]oxazin-7-yl)-6-(1-(difluoromethyl)-1H-pyrazol-4-yl)pyrazolo[1,5-a]pyridine-3-carbonitrile C(C=C)(=O)N1C2=C(OCC1)C=C(C=C2)C=2C=1N(C=C(C2)C=2C=NN(C2)C(F)F)N=CC1C#N